5-chloro-2-(((3S,4R)-3-hydroxytetrahydro-2H-pyran-4-yl)amino)-7-(1,1,1-trifluoropropan-2-yl)pyrrolo[2,1-f][1,2,4]triazine-6-carbonitrile ClC=1C(=C(N2N=C(N=CC21)N[C@H]2[C@@H](COCC2)O)C(C(F)(F)F)C)C#N